TrimethylDiSilazane C[Si](N[SiH3])(C)C